O[C@@H](C(=O)OC)COC(C1=CC=CC=C1)(C1=CC=CC=C1)C1=CC=CC=C1 methyl (2R)-2-hydroxy-3-(triphenylmethoxy)propanoate